4-[4-[[2-(4-hydroxyphenyl)phenyl]methyl]piperazin-1-yl]-N-[3-methyl-4-(2-phenylsulfanylethylamino)phenyl]sulfonylbenzamide OC1=CC=C(C=C1)C1=C(C=CC=C1)CN1CCN(CC1)C1=CC=C(C(=O)NS(=O)(=O)C2=CC(=C(C=C2)NCCSC2=CC=CC=C2)C)C=C1